C[C@@H]1CC[C@@]2(CC[C@@]3(C(=CC[C@H]4[C@]3(CC[C@@H]5[C@@]4(C[C@H]([C@@H](C5(C)C)O)O)C)C)[C@@H]2[C@H]1C)C)C(=O)O (2α,3β)-2,3-dihydroxyurs-12-en-28-oic acid